biadamantyl C12(CC3CC(CC(C1)C3)C2)C23CC1CC(CC(C2)C1)C3